cyclopropylbenzo[e]indolinone C1(CC1)C1NC=2C=CC3=C(C2C1=O)C=CC=C3